1-Pyridin-3-yl-1H-[1,2,3]triazole-4-carboxylic acid {2-[4-(3-cyano-phenoxy)-piperidin-1-yl]-2-oxoethyl}-amide C(#N)C=1C=C(OC2CCN(CC2)C(CNC(=O)C=2N=NN(C2)C=2C=NC=CC2)=O)C=CC1